(19R)-22-amino-16-fluoro-19-methyl-20-oxa-11-thia-5,6,9,23-tetraazapentacyclo[19.3.1.02,6.08,12.013,18]pentacosa-1(24),2,4,8(12),9,13,15,17,21(25),22-decaene-3-carbonitrile NC=1C=2O[C@@H](C3=CC(=CC=C3C=3SC=NC3CN3N=CC(=C3C(=CN1)C2)C#N)F)C